C1OC=2C=C(CC(CC)NC)C=CC2O1 3,4-methylenedioxy-alpha-ethyl-N-methylphenethylamine